2-Methyl-5-tosyl-7-(trimethylstannyl)-5H-pyrrolo[2,3-b]pyrazine CC=1N=C2C(=NC1)N(C=C2[Sn](C)(C)C)S(=O)(=O)C2=CC=C(C)C=C2